2,2'-azobis[2-(N-phenylamidino)propane] N(=NC(C)(C)C(NC1=CC=CC=C1)=N)C(C)(C)C(NC1=CC=CC=C1)=N